(S)-(7-methyl-4,5,6,7-tetrahydrobenzo[d]thiazol-2-yl)methanol C[C@H]1CCCC=2N=C(SC21)CO